(1R,2S)-2-[3-({[3-isopropyl-1-(3-phenylpropyl)-1H-pyrazole-4-yl]carbonyl}amino)-4-(trifluoromethyl)Phenyl]cyclopropanecarboxylic acid C(C)(C)C1=NN(C=C1C(=O)NC=1C=C(C=CC1C(F)(F)F)[C@@H]1[C@@H](C1)C(=O)O)CCCC1=CC=CC=C1